FC=1C=C(C=C(C1)F)[C@@H]1CC[C@H]2OC3(C(N21)=O)CCN(CC3)C3=NC=C(C(=N3)C(=O)N3CC(C3)F)F (5'S,7a'R)-5'-(3,5-difluorophenyl)-1-[5-fluoro-4-(3-fluoroazetidine-1-carbonyl)pyrimidin-2-yl]tetrahydro-3'H-spiro[piperidine-4,2'-pyrrolo[2,1-b][1,3]oxazol]-3'-one